O1C=CC2=C1C=C(C=C2)C2=NN(C=C2[N+](=O)[O-])[C@@H]2CC[C@H](CC2)OCC 3-(benzofuran-6-yl)-1-(trans-4-ethoxycyclohexyl)-4-nitro-1H-pyrazole